N-(8-fluoro-2-methylimidazo[1,2-a]pyridin-6-yl)-5-(((3S,4R)-3-fluoropiperidin-4-yl)amino)pyrazine-2-carboxamide FC=1C=2N(C=C(C1)NC(=O)C1=NC=C(N=C1)N[C@H]1[C@H](CNCC1)F)C=C(N2)C